FC1=CC=C(C=C1)C=1C(=C(NC1C=1NC=2C(=NC(=CC2)N2CCN(CC2)C)N1)C)C(C)=O 1-{4-(4-fluorophenyl)-2-methyl-5-[5-(4-methylpiperazin-1-yl)-1H-imidazo[4,5-b]pyridin-2-yl]-1H-pyrrol-3-yl}ethan-1-one